1-benzyl-5-methyl-1,4-dihydropyridine-3-carboxamide C(C1=CC=CC=C1)N1C=C(CC(=C1)C)C(=O)N